bis-(2-hydroxyethyl)-amine OCCNCCO